N[C@H]1CN(CC1)C1=C(C=CC(=N1)N1CC=2C(=NC=CC2C1=O)C1=C(C=CC=C1OC)F)C 2-(6-((R)-3-Aminopyrrolidin-1-yl)-5-methylpyridin-2-yl)-4-(2-fluoro-6-methoxyphenyl)-2,3-dihydro-1H-pyrrolo[3,4-c]pyridin-1-one